FC1=C(C(=CC(=C1)C(F)(F)F)N)N 3-fluoro-5-(trifluoromethyl)benzene-1,2-diamine